NCCC1=CNC=N1.[Cu] copper histamine